N[N+]1=C(C(=C(C=C1N)C)Br)C 1,6-Diamino-3-bromo-2,4-dimethylpyridin-1-ium